The molecule is a guaiacyl lignin that is ferulic acid in which the phenolic hydrogen is replaced by a sulfoguaiacylglycerol group. It is found in Arabidopsis thaliana. It has a role as a plant metabolite. It is an alkyl sulfate, a guaiacyl lignin, a methoxycinnamic acid, a primary alcohol and a member of guaiacols. It derives from a ferulic acid and a guaiacylglycerol. COC1=C(C=CC(=C1)/C=C/C(=O)O)OC(CO)C(C2=CC(=C(C=C2)O)OC)OS(=O)(=O)O